(3-(4-bromophenyl)naphthalen-2-yl)(p-tolyl)phosphine oxide BrC1=CC=C(C=C1)C=1C(=CC2=CC=CC=C2C1)P(C1=CC=C(C=C1)C)=O